C[Si](C(C(C(C(F)(F)F)(F)F)(F)F)(F)F)(C)C trimethyl-(nonafluorobutyl)silane